2-phenyl-4,6-BIs(3-(triphenylsilyl)phenyl)-1,3,5-triazine C1(=CC=CC=C1)C1=NC(=NC(=N1)C1=CC(=CC=C1)[Si](C1=CC=CC=C1)(C1=CC=CC=C1)C1=CC=CC=C1)C1=CC(=CC=C1)[Si](C1=CC=CC=C1)(C1=CC=CC=C1)C1=CC=CC=C1